2,2-bis[3,5-bis(2-hydroxy-5-methylphenylmethyl)phenyl]propane OC1=C(C=C(C=C1)C)CC=1C=C(C=C(C1)CC1=C(C=CC(=C1)C)O)C(C)(C)C1=CC(=CC(=C1)CC1=C(C=CC(=C1)C)O)CC1=C(C=CC(=C1)C)O